5,7-dichloro-2-trityl-1,2,3,4-tetrahydroisoquinoline-6-formic acid ClC1=C2CCN(CC2=CC(=C1C(=O)O)Cl)C(C1=CC=CC=C1)(C1=CC=CC=C1)C1=CC=CC=C1